methyl (2-(3-methoxyphenyl)acetyl)alaninate COC=1C=C(C=CC1)CC(=O)N[C@@H](C)C(=O)OC